N2-(3,3-difluorocyclopentyl)-N4-(3,5-difluorophenyl)-6-(4-(trifluoromethyl)thiazol-2-yl)-1,3,5-triazine-2,4-diamine FC1(CC(CC1)NC1=NC(=NC(=N1)NC1=CC(=CC(=C1)F)F)C=1SC=C(N1)C(F)(F)F)F